OC1=CC=C2C3=C(C=NC2=C1)C(C1=CC=CC=C13)=O 3-hydroxy-7H-indeno[2,1-c]quinolin-7-one